C(C)OC(CCOCC#CCO)=O Ethyl-3-[(4-hydroxy-2-butyn-1-yl)oxy]propanoate